O([C@H]1[C@H](O)[C@@H](O)[C@H](O)[C@H](O1)C(=O)O)C1=CNC2=CC=C(C(=C12)Cl)Br 5-Bromo-4-chloro-1H-indol-3-yl β-D-glucopyranosiduronic acid